C(C)(C)C1=C(C(=O)O)C(=CC(=C1)C(C)C)C(C)C 2,4,6-triisopropyl-benzoic acid